3-(5-((6-(4-(4-(8-bromoquinoxalin-2-yl)-1H-pyrazol-1-yl)piperidin-1-yl)-6-oxohexyl)oxy)-1-oxoisoindolin-2-yl)piperidine-2,6-dione BrC=1C=CC=C2N=CC(=NC12)C=1C=NN(C1)C1CCN(CC1)C(CCCCCOC=1C=C2CN(C(C2=CC1)=O)C1C(NC(CC1)=O)=O)=O